1-((2R,5S)-2-methyl-5-(4-((5-methylpyridin-3-yl)amino)-6-(pyrazin-2-yl)pyrimidin-2-yl)piperidin-1-yl)ethan-1-one C[C@H]1N(C[C@H](CC1)C1=NC(=CC(=N1)NC=1C=NC=C(C1)C)C1=NC=CN=C1)C(C)=O